C(C)C1=NNC(=C1O)C 3-Ethyl-4-hydroxy-5-methyl-pyrazol